3-[5-benzyloxy-1-(4-fluoro-3-methyl-phenyl)-2-isopropyl-indol-3-yl]-N-methylsulfonyl-cyclobutanecarboxamide C(C1=CC=CC=C1)OC=1C=C2C(=C(N(C2=CC1)C1=CC(=C(C=C1)F)C)C(C)C)C1CC(C1)C(=O)NS(=O)(=O)C